C(C1=CC=CC=C1)C1=CC2=C(C=N1)C(CN2C(CN2[C@H](CN[C@@H](C2)C)CN2N=CC=C2)=O)(C)C 1-(6-Benzyl-3,3-dimethyl-2,3-dihydro-pyrrolo[3,2-c]pyridin-1-yl)-2-((2R,5R)-5-methyl-2-pyrazol-1-ylmethyl-piperazin-1-yl)-ethanone